methyl 7-chloro-2-(4-((3,3-difluorocyclobutyl) (methyl) amino) cyclohexyl)-2,4-dimethylbenzo[d][1,3]dioxan-5-carboxylate ClC=1C=C(C2=C(OC(OC2C)(C)C2CCC(CC2)N(C)C2CC(C2)(F)F)C1)C(=O)OC